C(CCC)C=1[SH+]C=CC1 n-butyl-thiolium